O1CCN(CC1)C1=CC(=NC=N1)N[C@H]1CNCCC1 6-morpholino-N-[(3R)-3-piperidyl]pyrimidin-4-amine